OC(C)C=1C=2C3=C(N(C(C2C=C(C1)C)=O)C)N(N=C3)CC3=CC=C(C=C3)OC 9-(1-Hydroxyethyl)-3-(4-methoxybenzyl)-4,7-dimethyl-3,4-dihydro-5H-pyrazolo[3,4-c]isoquinolin-5-one